N-[6-Amino-1-(5-chlorothiophen-2-ylmethyl)-2,3-dihydro-1H-indol-5-yl]-2,2-dimethylpropionamide NC1=C(C=C2CCN(C2=C1)CC=1SC(=CC1)Cl)NC(C(C)(C)C)=O